methyl (2S)-2-[[(2S)-3-cyclopropyl-2-[(4,6-dichloro-1H-benzimidazole-2-carbonyl)amino]propanoyl] amino]-3-[(3S)-2-oxopyrrolidin-3-yl]propanoate C1(CC1)C[C@@H](C(=O)N[C@H](C(=O)OC)C[C@H]1C(NCC1)=O)NC(=O)C1=NC2=C(N1)C=C(C=C2Cl)Cl